O=S1(C(CCC1)C(=O)OCC)=O ethyl 1,1-dioxothiolane-2-carboxylate